ClC=1C=C(C=CC1F)NC(=O)C1=C(N=CN1C)C1CC2CC(CC2C1)(C1=CC(=NN1C)OCC(C)(C)O)O N-(3-chloro-4-fluorophenyl)-4-(5-hydroxy-5-(3-(2-hydroxy-2-methylpropoxy)-1-methyl-1H-pyrazol-5-yl)octahydropentalen-2-yl)-1-methyl-1H-imidazole-5-carboxamide